(7-((3aS,4S,6R,6aS)-6-(((tert-butyldimethylsilyl)oxy)methyl)-6-cyano-2,2-dimethyltetrahydrofurano[3,4-d][1,3]dioxolan-4-yl)pyrrolo[2,1-f][1,2,4]triazin-4-yl)acetamide [Si](C)(C)(C(C)(C)C)OC[C@]1(O[C@H]([C@H]2[C@@H]1OC(O2)(C)C)C2=CC=C1C(=NC=NN12)CC(=O)N)C#N